ClC=1C=NN2C1C=CC(=C2)C=2SC1=C(N2)CCOC1 2-(3-chloropyrazolo[1,5-a]pyridin-6-yl)-6,7-dihydro-4H-pyrano[4,3-d]thiazole